4-((5aR,6S,7S,8R,8aS)-3-Chloro-8,8a-dihydroxy-1-methoxy-7-((4-methylpiperazin-1-yl)methyl)-6-phenyl-6,7,8,8a-tetrahydro-5aH-cyclopenta[4,5]furo[3,2-c]pyridin-5a-yl)benzonitrile ClC1=CC2=C(C(=N1)OC)[C@]1([C@@](O2)([C@@H]([C@H]([C@H]1O)CN1CCN(CC1)C)C1=CC=CC=C1)C1=CC=C(C#N)C=C1)O